4-(8-chloroimidazo[1,2-a]pyrazin-3-yl)-1-trityl-1H-pyrazole-3-carboxamide ClC=1C=2N(C=CN1)C(=CN2)C=2C(=NN(C2)C(C2=CC=CC=C2)(C2=CC=CC=C2)C2=CC=CC=C2)C(=O)N